ClC1=C(C(=CC(=C1)C#N)Cl)N1CC(CN(S1(=O)=O)CC(=O)NC1C2CC3(CC(CC1C3)C2)C(=O)N)C 4-(2-(6-(2,6-dichloro-4-cyanophenyl)-4-methyl-1,1-dioxido-1,2,6-thiadiazinan-2-yl)acetamido)adamantane-1-carboxamide